C(C)[C@@]12N(C=3C(=NN=C(C3)C3=C(C=CC=C3)O)NC1)C[C@@H](C2)OC2=NC=C(C=O)C=C2 6-(((6aS,8R)-6a-ethyl-2-(2-hydroxyphenyl)-5,6,6a,7,8,9-hexahydropyrrolo[1',2':4,5]pyrazino[2,3-c]pyridazin-8-yl)oxy)nicotinaldehyde